FC=1C=CC(=NC1)C1=NN2C(OC(C2)(C)C)=C1 6-(5-fluoropyridin-2-yl)-2,2-dimethyl-2,3-dihydropyrazolo[5,1-b]oxazole